C1(=CC=CC=C1)S(=O)(=O)NC(CC1=CC(=CC=C1)C#N)C=1SC2=C(N1)C=CC(=C2)OCCNC(OC(C)(C)C)=O tert-butyl N-[2-[[2-[1-(benzenesulfonamido)-2-(3-cyanophenyl)ethyl]-1,3-benzothiazol-6-yl]oxy]ethyl]carbamate